C(C1=CC=CC=C1)(C1=CC=CC=C1)N(C=1N(C(C(=C(N1)C(=O)NC1=CC=C(C=C1)F)O)=O)C)C 2-(benzhydryl(methyl)amino)-N-(4-fluorophenyl)-5-hydroxy-1-methyl-6-oxo-1,6-dihydropyrimidine-4-carboxamide